5-fluoro-8-(4-fluorophenyl)-9-(2-oxo-5,7-diazaspiro[3.4]octane-6,8-dione-7-yl)-8,9-dihydro-2H-pyrido[4,3,2-de]phthalazine-3(7H)-one-7-carboxylic acid tert-butyl ester C(C)(C)(C)OC(=O)N1C(C(C2=NNC(C=3C=C(C=C1C23)F)=O)N2C(NC3(CC(C3)=O)C2=O)=O)C2=CC=C(C=C2)F